N-(2,4-difluorophenyl)-2-chloroacetamide FC1=C(C=CC(=C1)F)NC(CCl)=O